BrC=1C=C(C=NC1)C1=C(C=C(C=C1)NC(OC(C)C)=O)Cl isopropyl (4-(5-bromopyridin-3-yl)-3-chlorophenyl)carbamate